C(C)(C)(C)OC(NCC(=C(F)F)CN1N=CN(C1=O)C1=NC=C(C=C1F)Br)=O [2-[[4-(5-bromo-3-fluoro-2-pyridinyl)-5-oxo-1,2,4-triazol-1-yl]methyl]-3,3-difluoro-allyl]carbamic acid tert-butyl ester